(S)-(1-(6-bromo-3-cyanopyrazolo[1,5-a]pyridin-4-yl)pyrrolidin-3-yl)carbamic acid tert-butyl ester C(C)(C)(C)OC(N[C@@H]1CN(CC1)C=1C=2N(C=C(C1)Br)N=CC2C#N)=O